C(N)(=O)C1(CCN(CC1)C(=O)OC(C)(C)C)NS(=O)(=O)C1=CC=C(C=C1)OC(F)(F)F tert-butyl 4-carbamoyl-4-[[4-(trifluoromethoxy)phenyl]sulfonylamino]piperidine-1-carboxylate